4-N-butyl-2-N,4-N-bis(2,2,6,6-tetra-methylpiperidin-4-yl)-2-N-[6-[(2,2,6,6-tetramethylpiperidin-4-yl)amino]hexyl]-1,3,5-tri-azine-2,4-diamine C(CCC)N(C1=NC(=NC=N1)N(CCCCCCNC1CC(NC(C1)(C)C)(C)C)C1CC(NC(C1)(C)C)(C)C)C1CC(NC(C1)(C)C)(C)C